3-bromo-N-ethyl-N-[(4-methoxyphenyl)methyl]-4-[[5-(trifluoromethyl)-2-pyridinyl]amino]benzenesulfonamide BrC=1C=C(C=CC1NC1=NC=C(C=C1)C(F)(F)F)S(=O)(=O)N(CC1=CC=C(C=C1)OC)CC